Z-glycinol C1=CC=C(C=C1)COC(=O)NCCO